C(C(CO)(N)OCO)O tris(hydroxymethyl)aminomethanol